C1(CC1)COC1=NC(=CC2=C1N=C(N=C2)NC2=C(C=CC=C2C)NC(C=C)=O)C2=C(C(=CC(=C2Cl)OC)OC)Cl N-(2-((8-(cyclopropylmethoxy)-6-(2,6-dichloro-3,5-dimethoxyphenyl)pyrido[3,4-d]pyrimidin-2-yl)amino)-3-methylphenyl)acrylamide